Isopropyl 3-(2-((3R)-3-hydroxy-3-(2-(3-(phenylsulfonamido)phenyl)cyclopropyl)propoxy)phenyl)propanoate O[C@H](CCOC1=C(C=CC=C1)CCC(=O)OC(C)C)C1C(C1)C1=CC(=CC=C1)NS(=O)(=O)C1=CC=CC=C1